N1CCC(CC1)CCCOC1CCNCC1 4-(3-(piperidin-4-yl)propoxy)piperidine